N-methylpivaloamide CNC(C(C)(C)C)=O